4-(aminomethyl)-6-(5-(6-fluoro-1-oxo-2,3-dihydro-1H-isoindol-2-yl)-1-methyl-1H-pyrazol-4-yl)phthalazin-1(2H)-one NCC1=NNC(C2=CC=C(C=C12)C=1C=NN(C1N1C(C2=CC(=CC=C2C1)F)=O)C)=O